O[C@H](COC=1C=C(C=CC1)S(=O)(=O)NC)CN[C@H]1COC2(C1)CCN(CC2)S(=O)(=O)C=2C=NN(C2C)C2=CC=CC=C2 3-((S)-2-hydroxy-3-((R)-8-(5-methyl-1-phenyl-1H-pyrazol-4-ylsulfonyl)-1-oxa-8-azaspiro[4.5]decan-3-ylamino)propoxy)-N-methylbenzenesulfonamide